(R)-3-((1-cyclopropylpyrrolidin-2-yl)methyl)-7-fluoro-5-methoxy-1H-indole C1(CC1)N1[C@H](CCC1)CC1=CNC2=C(C=C(C=C12)OC)F